((1-methyl-3-(trifluoromethyl)-1H-pyrazol-5-yl)sulfonyl)-6-((tetrahydrofuran-3-yl)methyl)-2,6-diazaspiro[3.3]heptane CN1N=C(C=C1S(=O)(=O)C1NCC12CN(C2)CC2COCC2)C(F)(F)F